N1C=CC=2C1=NC=CC2C2COC1=C2C=C(C=C1C(=O)N)C(=O)N 3-(1H-pyrrolo[2,3-b]pyridine-4-yl)-2,3-dihydrobenzofuran-5,7-dicarboxamide